(Z)-2-fluoro-4-(2-fluoro-2-nitrovinyl)-1-methoxybenzene FC1=C(C=CC(=C1)\C=C(\[N+](=O)[O-])/F)OC